1-[2-(Difluoromethoxy)-4-(trifluoromethyl)phenyl]-N-[(3R,5R)-5-fluoro-1-methyl-3-piperidyl]pyrrolo[1,2-d][1,2,4]triazin-4-amine FC(OC1=C(C=CC(=C1)C(F)(F)F)C=1C=2N(C(=NN1)N[C@H]1CN(C[C@@H](C1)F)C)C=CC2)F